3-methyl-1H-imidazole CN1CNC=C1